IC1=C(C(=C)CC)C=CC=C1 2-iodo-α-ethylstyrene